ClCC(=O)NC1=CC(=C(C=C1)F)O 2-chloro-N-(4-fluoro-3-hydroxyphenyl)acetamide